5-(2-(dimethylamino)ethyl)-7-(4-isobutoxybenzyl)-5,7-diazaspiro[2.5]octan-6-one CN(CCN1CC2(CC2)CN(C1=O)CC1=CC=C(C=C1)OCC(C)C)C